ClC1=C(C=CC=C1)[C@@H]1N(CC(C1)(F)F)C1=C(C(=O)N[C@H](C)\C=C\S(=O)(=O)C)C=CC=C1 ((R)-2-(2-Chlorophenyl)-4,4-difluoropyrrolidin-1-yl)-N-((R,E)-4-(methylsulfonyl)but-3-en-2-yl)benzamide